4-(1-methylheptyloxy)benzonitrile CC(CCCCCC)OC1=CC=C(C#N)C=C1